O(P(O)(=O)OP(=O)(O)O)CCC1=C([N+](=C(S1)C(CO)O)CC=1C(=NC(=NC1)C)N)C 2-[3-[(4-amino-2-methyl-5-pyrimidinyl)methyl]-2-(1,2-dihydroxyethyl)-4-methyl-1,3-thiazol-3-ium-5-yl]ethyl trihydrogen diphosphate